4-(3-hydroxypropyl)-2,6-dimethoxy-3,5-dimethylphenol OCCCC1=C(C(=C(C(=C1C)OC)O)OC)C